O[Ti](OCCC)(OCCC)OCCC monohydroxytripropoxytitanium